N1=CC(=CC=C1)CC=1C=NC=2C1NC=NC2 7-[(3-pyridyl)methyl]pyrrolo[3,2-d]pyrimidine